6-methoxyspiro[chroman-2,4'-piperidine]-7-carboxamide COC=1C=C2CCC3(CCNCC3)OC2=CC1C(=O)N